Tin-Aluminum-Zinc-Oxide [O-2].[Zn+2].[Al+3].[Sn+4]